N1C=NC=CC(=C1)C=1C2=C(N=C(N1)C(=O)N)C(OC2)CC(F)(F)F [1,3-diazepin-6-yl]-7-(2,2,2-trifluoroethyl)-5H-furo[3,4-d]pyrimidine-2-carboxamide